C(C)(C)(C)OC(=O)N1CC(C1)(C)N1C=C(C(=CC1=O)NC1CCN(CC1)C)C(=O)OC methyl 1-(1-(tert-butoxycarbonyl)-3-methylazetidin-3-yl)-4-((1-methylpiperidin-4-yl) amino)-6-oxo-1,6-dihydropyridine-3-carboxylate